ClC1=NC=C(C(=C1)C)[N+](=O)[O-] 2-Chloro-5-nitro-4-methylpyridine